vanadium-cerium oxide [O-2].[Ce+3].[V+5].[O-2].[O-2].[O-2]